4-(3,6-dihydro-2H-pyran-4-yl)-N-(pyridin-4-ylmethyl)-benzenesulfonamide O1CCC(=CC1)C1=CC=C(C=C1)S(=O)(=O)NCC1=CC=NC=C1